C(CCCCC(C)C)(=O)[O-].C[N+](CCCO)(C)C trimethylhydroxypropylammonium isooctanoate